C=1(C(=CCC1)C(=O)OCC)C(=O)OCC diethyl cyclopent-2,5-diene-1,2-dicarboxylate